IC1=C(C=C(C=C1)F)[C@@H](C)O (R)-1-(2-iodo-5-fluorophenyl)ethanol